(S)-6-(2-amino-4-cyclopropoxybutyl)-7-bromo-N-(thiophen-2-ylmethyl)thieno[3,2-d][1,2,3]triazin-4-amine N[C@H](CC1=C(C=2N=NN=C(C2S1)NCC=1SC=CC1)Br)CCOC1CC1